3-[2-Fluoro-5-[3-(piperidine-1-carbonyl)pyrazolo[1,5-a]pyridin-7-yl]phenyl]-4H-1,2,4-oxadiazol-5-one FC1=C(C=C(C=C1)C1=CC=CC=2N1N=CC2C(=O)N2CCCCC2)C2=NOC(N2)=O